CC1=CC(=C(N)C=C1)N1N=CC=N1 4-methyl-2-(2H-1,2,3-triazol-2-yl)aniline